5-(4-((6-cyano-3-ethyl-2-oxo-4-thioxo-1,2,3,4-tetrahydroquinazolin-7-yl)methyl)piperazin-1-yl)-N,6-dimethylpicolinamide trifluoroacetate FC(C(=O)O)(F)F.C(#N)C=1C=C2C(N(C(NC2=CC1CN1CCN(CC1)C=1C=CC(=NC1C)C(=O)NC)=O)CC)=S